8-Chloro-N-(4-morpholinobutyl)-N-(4-(trifluoromethoxy)phenyl)chinolin-2-amin ClC=1C=CC=C2C=CC(=NC12)N(C1=CC=C(C=C1)OC(F)(F)F)CCCCN1CCOCC1